P(=O)(OCN1C(NC(C(=C1)C=1C=C(C=2N(N1)C=CN2)N2CC(C(C2)(C)C)(F)F)=O)=O)(O)O (5-(8-(3,3-difluoro-4,4-dimethylpyrrolidin-1-yl)imidazo[1,2-b]pyridazin-6-yl)-2,4-dioxo-3,4-dihydropyrimidin-1(2H)-yl)methyl dihydrogen phosphate